pyridin-1-ium-1-yl(4-((4-(trifluoromethyl)phenyl)ethynyl)benzoyl)amide [N+]1(=CC=CC=C1)[N-]C(C1=CC=C(C=C1)C#CC1=CC=C(C=C1)C(F)(F)F)=O